NC1=C(C=CC=C1CN1C(OC=C1C)=N)NC(NC(COC)(C)C1=CC(=CC=C1)Cl)=S 3-{2-amino-3-[(2-imino-4-methyl-2,3-dihydro-1,3-oxazol-3-yl)methyl]phenyl}-1-[2-(3-chlorophenyl)-1-methoxypropane-2-yl]thiourea